[4-(5,6-dihydro-4H-pyrrolo[1,2-b]pyrazol-3-yl)-2,3-difluoro-phenyl]trifluoromethanesulfonic acid N=1N2C(=C(C1)C1=C(C(=C(C=C1)OS(=O)(=O)C(F)(F)F)F)F)CCC2